4-(4-tert-butylphenyl)phenylboronic acid C(C)(C)(C)C1=CC=C(C=C1)C1=CC=C(C=C1)B(O)O